CC1(CNC=2C1=NC(=CC2CN2C[C@H](CCC2)C)C(=O)NC2=CC(=CC=C2)C2(CC(C2)CC#N)C2=NN=CN2C)C 3,3-dimethyl-7-{[(3S)-3-methylpiperidin-1-yl]methyl}-N-{3-[(1s,3s)-3-(cyanomethyl)-1-(4-methyl-1,2,4-triazol-3-yl)cyclobutyl]phenyl}-1H,2H-pyrrolo[3,2-b]pyridine-5-carboxamide